C(N)(=N)N1CCN(CC1)C1=CC=C(S1)C(=O)NC1=CC=C(C=C1)N1CCN(CC1)C(N)=N 5-(4-carbamimidoylpiperazin-1-yl)-N-[4-(4-carbamimidoylpiperazin-1-yl)phenyl]thiophene-2-carboxamide